2-amino-9-hydroxymethyl-3-oxo-3H-phenoxazine-1-carboxylic acid 1-benzyl-1H-[1,2,3]triazol-4-ylmethyl ester C(C1=CC=CC=C1)N1N=NC(=C1)COC(=O)C1=C(C(C=C2OC3=CC=CC(=C3N=C12)CO)=O)N